N1C=CC2=CC=C(C=C12)CC#N 2-(1H-indol-6-yl)acetonitrile